tert-butyl N-(2-{[4-(4-amino-2,3,6-trifluorophenoxy)-6-methoxyquinolin-7-yl] oxy} ethyl)-N-methylcarbamate NC1=C(C(=C(OC2=CC=NC3=CC(=C(C=C23)OC)OCCN(C(OC(C)(C)C)=O)C)C(=C1)F)F)F